FC1=C(C(=CC=C1)F)N1CCC(CC1)C1=NN(C2=C1NCCC2)S(=O)(=O)C2=C(C=CC=C2)S(=O)(=O)N(C)C ((3-(1-(2,6-difluorophenyl)piperidin-4-yl)-4,5,6,7-tetrahydro-1H-pyrazolo[4,3-b]pyridin-1-yl)sulfonyl)-N,N-dimethylbenzenesulfonamide